ClC=1C=C2C(=CC(=NC2=CC1)C(F)(F)F)N[C@@H]1C[C@@H](CCC1)NC(=O)C=1C(=NN(C1)C)C1CC1 N-[(1R,3S)-3-{[6-chloro-2-(trifluoromethyl)quinolin-4-yl]amino}cyclohexyl]-3-cyclopropyl-1-methyl-1H-pyrazole-4-carboxamide